CC(C)CCC[C@@H](C)[C@H]1CC[C@H]2[C@@H]3CC=C4C[C@H](CC[C@]4(C)[C@H]3CC[C@]12C)OCCCCCCCCO[C@H](CN(C)C)COCCCCCCCC\C=C/C\C=C/CCCCC (2R)-2-({8-[(3β)-cholest-5-en-3-yloxy]Octyl}oxy)-N,N-dimethyl-3-[(9Z,12Z)-octadeca-9,12-dien-1-yloxy]propan-1-amine